(2R,5S)-4-carboxymethyl-5-ethyl-2-methyl-piperazine-1-carboxylic acid tert-butyl ester triethylamine salt C(C)N(CC)CC.C(C)(C)(C)OC(=O)N1[C@@H](CN([C@H](C1)CC)CC(=O)O)C